3-((1r,4r)-4-Hydroxycyclohexyl)-2-oxo-2,3-dihydro-1H-imidazo[4,5-b]pyrazin OC1CCC(CC1)N1C(NC2=NC=CN=C21)=O